FC1([C@H](C12CCN(CC2)S(=O)(=O)N)C2=NC(=NO2)C2=C(C=C(C=C2)F)C(F)(F)F)F (2R)-1,1-Difluoro-2-{3-[4-fluoro-2-(trifluoromethyl)phenyl]-1,2,4-oxadiazol-5-yl}-6-azaspiro[2.5]octan-6-sulfonamid